sodium bis(p-cyclohexyl) phosphate P(=O)(OC1CCCCC1)(OC1CCCCC1)[O-].[Na+]